BrC1=CC(=CC2=CC=CC=C12)C1=CC=C(C=C1)C1=NC(=NC(=N1)C=1C2=CC=CC=C2C=2C=CC=CC2C1)C1=CC=CC=C1 2-(4-(4-bromonaphthalen-2-yl)phenyl)-4-(phenanthren-9-yl)-6-phenyl-1,3,5-triazine